5-[[5-[3-(Difluoromethyl)-4-fluoro-phenyl]-2-methyl-3-pyridyl]methyl]-7-oxa-5-azaspiro[2.4]heptan-6-one FC(C=1C=C(C=CC1F)C=1C=C(C(=NC1)C)CN1CC2(CC2)OC1=O)F